C(C)OC=1C=C(C(=O)N(C2CCN(CC2)C)C)C=CC1 3-ethoxy-N-methyl-N-(1-methylpiperidin-4-yl)benzamide